C1(CCCC1)N1C(C(=CC2=C1N=C(N=C2)C2=CC(=CC=C2)S(=O)(=O)N2CCOCC2)C#N)=O 8-cyclopentyl-2-(3-(morpholinosulfonyl)phenyl)-7-oxo-7,8-dihydropyrido[2,3-d]pyrimidine-6-carbonitrile